BrC1=CC=CC(=N1)C1=NC=C(C(=C1)N1C(C(=C(C=C1C)OCC1=NC=C(C=C1F)F)Cl)=O)C 2'-(6-bromopyridin-2-yl)-3-chloro-4-[(3,5-difluoropyridin-2-yl)methoxy]-5',6-dimethyl-[1,4'-bipyridin]-2-one